C[Si](C)(C)OB(O[Si](C)(C)C)O[Si](C)(C)C tris(trimethylsilyl)boric acid